C(C)(C)(C)OC(=O)NC1(CN(CCC1)C(=O)OCC1=CC=CC=C1)C=O Benzyl 3-((tert-butoxycarbonyl) amino)-3-formylpiperidine-1-carboxylate